FC(C1=NC=CC(=N1)NC(=O)C1N(CCCC1)C(=O)[O-])(F)F 2-{[2-(trifluoromethyl)pyrimidin-4-yl] carbamoyl}piperidine-1-carboxylate